tert-butyl 4-(3-(dimethylamino)azetidin-1-yl)piperidine-1-carboxylate CN(C1CN(C1)C1CCN(CC1)C(=O)OC(C)(C)C)C